tri-potassium citrate monohydrate O.C(CC(O)(C(=O)[O-])CC(=O)[O-])(=O)[O-].[K+].[K+].[K+]